C[C@]1([C@H](N(C=N1)S(=O)(=O)C1=CC=C(C=C1)[N+](=O)[O-])C(=O)OC)C1=CC=CC=C1 methyl (4S,5R)-5-methyl-3-(4-nitrophenyl)sulfonyl-5-phenyl-4H-imidazole-4-carboxylate